COC1=CC=C(C=N1)C1=CC=2C3=C(C=NC2C=C1)N(C(N3C3=CC(=C(C=C3)N3CCNCC3)C(F)(F)F)=O)C 8-(6-methoxypyridin-3-yl)-3-methyl-1-(4-(piperazin-1-yl)-3-(trifluoromethyl)phenyl)-1H-imidazo[4,5-c]quinolin-2(3H)-one